BrC=1C=CC=C2C(=NC(=NC12)Cl)Cl 8-bromo-2,4-dichloroquinazoline